C1(CC1)C=1N(C(C=C(N1)C(=O)OC)=O)CCN1CCCC1 Methyl 2-cyclopropyl-6-oxo-1-(2-(pyrrolidin-1-yl)ethyl)-1,6-dihydropyrimidine-4-carboxylate